1-((4-Chlorobenzyl)sulfonyl)-3-((dimethylamino)methyl)-4-(3-methoxyphenyl)piperidin-4-ol hydrochloride Cl.ClC1=CC=C(CS(=O)(=O)N2CC(C(CC2)(O)C2=CC(=CC=C2)OC)CN(C)C)C=C1